benzyl 4-(2-[1-[2-(2,6-dioxopiperidin-3-yl)-3-oxo-1H-isoindol-5-yl]piperidin-4-yl]ethyl)piperazine-1-carboxylate O=C1NC(CCC1N1CC2=CC=C(C=C2C1=O)N1CCC(CC1)CCN1CCN(CC1)C(=O)OCC1=CC=CC=C1)=O